(R)-1-cyclopropyl-6,8-difluoro-7-(4-tert-butoxycarbonyl-3-hydroxymethyl-1-piperazinyl)-1,4-dihydro-4-oxoquinoline-3-carboxylic acid C1(CC1)N1C=C(C(C2=CC(=C(C(=C12)F)N1C[C@@H](N(CC1)C(=O)OC(C)(C)C)CO)F)=O)C(=O)O